7-Chloro-6-((4-morpholinophenyl)amino)chinolin-5,8-dion ClC1=C(C(C=2C=CC=NC2C1=O)=O)NC1=CC=C(C=C1)N1CCOCC1